Methyl-9-methyl-3,4,7,17-tetraazatricyclo[12.3.1.02,6]Octadeca-1(18),2(6),4,14,16-pentaen-8-one CN1C=2C=3N=CC=C(CCCCC(C(NC2C=N1)=O)C)C3